6-bromo-5-fluoropyridin-3-amine BrC1=C(C=C(C=N1)N)F